NC1=CC=C(C=C1)N1CCC(CC1)N1CCOCC1 4-(1-(4-aminophenyl)piperidin-4-yl)morpholine